[N+](=O)([O-])C1=C(C=C(C=C1)[N+](=O)[O-])F Para-dinitrofluorobenzene